N=1C(C(C2=CC=C3C(C12)=CC=N3)=O)=O pyrroloindoledione